4-(5-bromo-2-iodophenyl)-4-((4-methoxybenzyl)oxy)butan-2-ol BrC=1C=CC(=C(C1)C(CC(C)O)OCC1=CC=C(C=C1)OC)I